C(C)(C)C1=CC=C(C=C1)CC(C=O)C 3-(4-isopropylphenyl)-2-methylpropan-1-aldehyde